OC1=CC=C(C=C1)C=1NC=C(N1)C(=O)C1=CC(=C(C(=C1)OC)OC)OC (2-(4-hydroxyphenyl)-1H-imidazol-4-yl)(3,4,5-trimethoxyphenyl)methanone